B(O)(O)C1=C(C=C(CN(C(=O)C=2C=C(C=C(C2)[N+](=O)[O-])B(O)O)CCCC[C@@H](C(=O)N)N)C=C1F)F (S)-(3-((4-borono-3,5-difluorobenzyl)(5,6-diamino-6-oxohexyl)carbamoyl)-5-nitrophenyl)boronic acid